N-(6-methyl-5-(2-oxo-2,3-dihydro-1H-pyrrolo[2,3-c]isoquinolin-7-yl)pyridin-3-yl)-4-(trifluoromethyl)picolinamide CC1=C(C=C(C=N1)NC(C1=NC=CC(=C1)C(F)(F)F)=O)C=1C=CC=2C3=C(N=CC2C1)NC(C3)=O